S1C(=NC2=C1C=CC=C2)C=CC2=CC=C(C=C(C#N)C#N)C=C2 2-(4-(2-(benzo[d]thiazole-2-yl)vinyl)benzylidene)malononitrile